N-[6-[(3S)-3-(hydroxymethyl)pyrrolidin-1-yl]-2,2-dimethyl-3H-benzofuran-5-yl]pyrazolo[1,5-a]pyrimidine-3-carboxamide OC[C@@H]1CN(CC1)C1=CC2=C(CC(O2)(C)C)C=C1NC(=O)C=1C=NN2C1N=CC=C2